C1(CCCCC1)CC(COCC)(COCC)CC1CCCCC1 2,2-bis(cyclohexylmethyl)-1,3-diethoxypropane